4-tert-butyl-1-vinylcyclohexyl acetate C(C)(=O)OC1(CCC(CC1)C(C)(C)C)C=C